FC(C1CCC(S1)C(=O)N)(F)F 5-(trifluoromethyl)tetrahydrothiophene-2-carboxamide